4-(5-(4-aminopiperidin-1-yl)-8-(4-fluoro-3-hydroxyphenyl)imidazolo[1,2-c]pyrimidin-7-yl)-2-fluorobenzonitrile NC1CCN(CC1)C1=NC(=C(C=2N1C=CN2)C2=CC(=C(C=C2)F)O)C2=CC(=C(C#N)C=C2)F